O1C=CC2=C1C=C(C=C2)N2N=C(C(C2=O)C(=O)NC2=CC(=CC=C2)C(CC)(F)F)C 1-(benzofuran-6-yl)-N-(3-(1,1-difluoropropyl)phenyl)-3-methyl-5-oxo-4,5-dihydro-1H-pyrazole-4-carboxamide